4-(2,6-dimethylphenyl)thiazole CC1=C(C(=CC=C1)C)C=1N=CSC1